2-bromo-2,2-difluoro-N'-[5-[5-fluoro-6-(2,2,2-trifluoroethoxy)-3-pyridyl]pyrazin-2-yl]acetohydrazide BrC(C(=O)NNC1=NC=C(N=C1)C=1C=NC(=C(C1)F)OCC(F)(F)F)(F)F